CC1=CC=C(C=C1)S(=O)(=O)O.O[C@]1(C(N(C2=CC=CC=C12)C=1C=C(C=NC1)CC1=NNC(C2=CC=CC=C12)=O)=O)C (R)-(+)-4-((5-(3-hydroxy-3-methyl-2-oxoindolin-1-yl)pyridin-3-yl)methyl)phthalazine-1(2H)-one 4-methylbenzenesulfonate